4-oxo-6-((1S,2S)-2-(pyrimidin-2-yl)cyclobutyl)-1-((S)-1-(2-(trifluoromethyl)pyrimidin-5-yl)ethyl)-4,5-dihydro-1H-pyrazolo[3,4-d]pyrimidine-3-carbonitrile O=C1C2=C(N=C(N1)[C@@H]1[C@H](CC1)C1=NC=CC=N1)N(N=C2C#N)[C@@H](C)C=2C=NC(=NC2)C(F)(F)F